[H+].C1=CC(C=[N+]=C1)[O-] Pyridinium 3-oxide